N-(5-(cyclopent-1-en-1-yl)naphthalen-1-yl)-4-fluorobenzamide C1(=CCCC1)C1=C2C=CC=C(C2=CC=C1)NC(C1=CC=C(C=C1)F)=O